O=C1NC2=C(OC[C@@H]1NC(=O)C1=NNC=3CCC4C(C13)C4)C=CC=C2 N-((S)-4-Oxo-2,3,4,5-tetrahydrobenzo[b][1,4]oxazepin-3-yl)-3,4,5,5a,6,6a-hexahydrocyclopropa[e]indazol-1-carboxamid